C(CN(C)CC1=CC(=CC(=C1O)N1C2=CC=CC=C2C=2C=CC=CC12)C)N(C)CC1=CC(=CC(=C1O)N1C2=CC=CC=C2C=2C=CC=CC12)C 6,6'-((Ethane-1,2-diylbis(methylazanediyl))bis(methylene))bis(2-(9H-carbazol-9-yl)-4-methylphenol)